1,2-dinitronaphthalene [N+](=O)([O-])C1=C(C=CC2=CC=CC=C12)[N+](=O)[O-]